((4-E-(1-propenyl)phenyl)ethynyl)benzene C(=CC)C1=C(C=CC=C1)C#CC1=CC=CC=C1